dimethyl methyl(4-(5-(trifluoromethyl)-1,2,4-oxadiazol-3-yl)benzyl)phosphoramidate CN(P(OC)(OC)=O)CC1=CC=C(C=C1)C1=NOC(=N1)C(F)(F)F